ONC(CC1(CC(C(=O)N)=CC=C1)C(=O)N)=O 3-(2-(hydroxyamino)-2-oxoethyl)isophthalamide